4-bromo-4'-phenylthiophenyl-benzophenone dimethylacetal COC(C1=C(C=CC=C1)C=1SC=C(C1)Br)(C1=CC=C(C=C1)C1=CC=CC=C1)OC